((3-methoxy-4-(oxiran-2-ylmethoxy)phenyl)(oxiran-2-ylmethyloxy)methyl)diphenyl-phosphine oxide COC=1C=C(C=CC1OCC1OC1)C(OCC1OC1)P(C1=CC=CC=C1)(C1=CC=CC=C1)=O